5-bromo-3-isopropyl-1-(4-methylbenzene-sulfonyl)indole BrC=1C=C2C(=CN(C2=CC1)S(=O)(=O)C1=CC=C(C=C1)C)C(C)C